ethyl 1-(2-methylpropanoyl)-4-vinyl-piperidine-4-carboxylate CC(C(=O)N1CCC(CC1)(C(=O)OCC)C=C)C